FC1=CC(=C(OC2=NC(=C(C=C2C(=O)NC2=CC(=CC=C2)S(=O)(=O)C)C)C)C=C1)OC 2-(4-fluoro-2-methoxy-phenoxy)-5,6-dimethyl-N-(3-methylsulfonylphenyl)pyridine-3-carboxamide